CC1(C(C(=O)O)CC=CC1)C(=O)O 2-methyl-1,2,3,6-tetrahydrophthalic acid